(S)-2-(1-(5-fluoro-4-methoxypyridin-2-yl)ethyl)-5-((methyl(2,2,2-trifluoroethyl)amino)methyl)-7-((2-(methylamino)-1H-imidazol-1-yl)methyl)-3,4-dihydroisoquinolin-1(2H)-one FC=1C(=CC(=NC1)[C@H](C)N1C(C2=CC(=CC(=C2CC1)CN(CC(F)(F)F)C)CN1C(=NC=C1)NC)=O)OC